(2-(dimethylamino)ethyl)-2-(4-fluorophenyl)-5-phenylAzole-4-carboxamide CN(CCC1=C(NC(=C1C(=O)N)C1=CC=CC=C1)C1=CC=C(C=C1)F)C